C(C)OC(=O)C1=NN(C(=C1CN1N=NC=C1)C)C 1,5-dimethyl-4-(triazol-1-ylmethyl)pyrazole-3-carboxylic acid ethyl ester